Cl.CN1N=C(C2=CC=CC=C2C1=O)C1=CC=C(CS(=O)(=O)N)C=C1 (4-(3-methyl-4-oxo-3,4-dihydro-phthalazin-1-yl)benzyl)sulphonamide hydrochloride